2-chloro-N-(pyridin-4-ylmethyl)-7H-pyrrolo[2,3-d]pyrimidin-4-amine ClC=1N=C(C2=C(N1)NC=C2)NCC2=CC=NC=C2